2,3-diamino-2,3-butanediamine NC(C)(C(C)(N)N)N